COC=1C=C(C=CC1OC)/C=C/C1=NC=2N(C(N(C(C2N1C)=O)CC)=O)CC 8-[(E)-2-(3,4-dimethoxyphenyl)vinyl]-1,3-diethyl-7-methyl-3,7-dihydro-1H-purine-2,6-dione